BrC1=C(C=C(C=C1)N1C(O[C@H](C1)CO)=O)F (R)-3-(4-bromo-3-fluorophenyl)-5-methyloloxazolidine-2-one